benzylcholine chloride [Cl-].C(C1=CC=CC=C1)OCC[N+](C)(C)C